2-[2-(3,4-Dihydro-2H-quinolin-1-yl)-ethyl]-3-oxo-2,3-dihydro-1H-isoindole-4-carboxylic acid N1(CCCC2=CC=CC=C12)CCN1CC=2C=CC=C(C2C1=O)C(=O)O